di-neopentyl glycol maleate C(\C=C/C(=O)O)(=O)O.OCC(C)(CO)C.OCC(C)(CO)C